C(C)C1=NC(=NO1)C=1C=C2CCC(C2=CC1)C(=O)NC=1C=NN(C1)C 5-(5-Ethyl-1,2,4-oxadiazol-3-yl)-N-(1-methyl-1H-pyrazol-4-yl)-2,3-dihydro-1H-inden-1-carboxamid